N-[2-(2,3-dimethoxyphenyl)ethyl]-6-methyl-4-[(1-methylcyclopropyl)amino]furo[2,3-d]pyrimidine-5-carboxamide COC1=C(C=CC=C1OC)CCNC(=O)C1=C(OC=2N=CN=C(C21)NC2(CC2)C)C